N-methyl-N-(naphthalen-2-ylmethyl)-1H-imidazole-4-carboxamide CN(C(=O)C=1N=CNC1)CC1=CC2=CC=CC=C2C=C1